C(C)(=O)N[C@H](C(=O)N[C@H](C(=O)O)CCC(C)(C)C)C (2S)-2-[(2S)-2-acetamidopropionylamino]-5,5-dimethylhexanoic acid